C(#N)C1=C(C=CC(=C1)I)/N=C/N(C)C (E)-N'-(2-cyano-4-iodophenyl)-N,N-dimethylformamidine